2-chloro-9-(4-(1-(methoxymethyl)-4-(trifluoromethyl)-1H-imidazol-2-yl)benzyl)-7-methyl-7H-purin-8(9H)-imine ClC1=NC=C2N(C(N(C2=N1)CC1=CC=C(C=C1)C=1N(C=C(N1)C(F)(F)F)COC)=N)C